C(C)(C)(C)OC(=O)N1C=CC=C1 1-(tert-butoxycarbonyl)pyrrole